styrene glycidyl-methyl-methacrylate C(C1CO1)C(=C(C(=O)O)C)C.C=CC1=CC=CC=C1